1-((1S,2R)-2-hydroxycyclobutyl)-3-(7-(methylamino)-5-(1-(tetrahydro-2H-pyran-4-yl)-1H-pyrrolo[2,3-b]pyridin-3-yl)pyrazolo[1,5-a]pyrimidin-3-yl)urea O[C@H]1[C@H](CC1)NC(=O)NC=1C=NN2C1N=C(C=C2NC)C2=CN(C1=NC=CC=C12)C1CCOCC1